C(C)C1CC2(C(N(C=3C=NC=4C=C(C=CC4C32)F)C)=O)C1 3-Ethyl-7'-fluoro-3'-methyl-2'-oxo-2',3'-dihydrospiro[cyclobutane-1,1'-pyrrolo[2,3-c]quinolin]